2-((4-cyanophenyl)amino)-4-(2,6-dimethylphenoxy)-5,8-dihydropyrido[3,4-d]pyrimidine-7(6H)-carboxylic acid tert-butyl ester C(C)(C)(C)OC(=O)N1CC=2N=C(N=C(C2CC1)OC1=C(C=CC=C1C)C)NC1=CC=C(C=C1)C#N